benzyl 4-[2-[1-[trans-3-[[bis(t-butoxycarbonyl) amino] methyl] cyclobutyl]-3-cyclopropyl-pyrazol-4-yl]-5-fluoro-3-pyridinyl]-3,6-dihydro-2H-pyridine-1-carboxylate C(C)(C)(C)OC(=O)N(C(=O)OC(C)(C)C)C[C@@H]1C[C@H](C1)N1N=C(C(=C1)C1=NC=C(C=C1C=1CCN(CC1)C(=O)OCC1=CC=CC=C1)F)C1CC1